methyl 1-[[4-[5-(trifluoromethyl)-1,2,4-oxadiazol-3-yl]phenyl] methyl]imidazole-4-carboxylate FC(C1=NC(=NO1)C1=CC=C(C=C1)CN1C=NC(=C1)C(=O)OC)(F)F